BrC=1C(=C2CN(CC2=CC1)C1C(NC(CC1)=O)=O)OC 5-bromo-2-(2,6-dioxopiperidin-3-yl)-4-methoxyisoindoline